2-(4-((2-(1-ethoxyvinyl)pyrimidin-5-yl)methoxy)phenyl)propane C(C)OC(=C)C1=NC=C(C=N1)COC1=CC=C(C=C1)C(C)C